1,N3,N5-tris(2,2-dimethyl-4-oxothiophen-3-yl)benzene-1,3,5-trimethylamine CC1(SCC(C1C1(CC(=CC(=C1)CNC1C(SCC1=O)(C)C)CNC1C(SCC1=O)(C)C)CN)=O)C